1-(2-chloro-8-(2-chlorophenyl)-9-(4-chlorophenyl)-9H-purin-6-yl)-4-(ethylamino)piperidine-4-carboxamide ClC1=NC(=C2N=C(N(C2=N1)C1=CC=C(C=C1)Cl)C1=C(C=CC=C1)Cl)N1CCC(CC1)(C(=O)N)NCC